2-(Trifluoromethyl)oxirane FC(C1OC1)(F)F